NC=1C(=NC=C(N1)N1CCC2([C@@H](COC2)N)CC1)SC=1C(=C(C=CC1)NC(=O)C1=C(N=C2N(C1=O)CCCC2)O)Cl (S)-N-(3-((3-amino-5-(4-amino-2-oxa-8-azaspiro[4.5]decan-8-yl)pyrazin-2-yl)thio)-2-chlorophenyl)-2-hydroxy-4-oxo-6,7,8,9-tetrahydro-4H-pyrido[1,2-a]pyrimidine-3-carboxamide